N[C@H](C(=O)O[C@@H]1[C@H](C[C@H](C1)NC1=NC=NC=C1C(=O)C=1SC(=C(C1)[C@@H]1OCCC2=CC=C(C=C12)Cl)C)COS(N)(=O)=O)C(C)C (1S,2R,4R)-4-{[5-({4-[(1R)-7-Chloro-3,4-dihydro-1H-isochromen-1-yl]-5-methyl-2-thienyl}carbonyl)pyrimidin-4-yl]amino}-2-[(sulfamoyloxy)methyl]cyclopentyl (2S)-2-amino-3-methylbutanoate